N,N'-bis(phenanthr-9-yl)-N,N'-bis(phenyl)benzidine C1=CC=CC=2C3=CC=CC=C3C(=CC12)N(C1=CC=C(C=C1)C1=CC=C(N(C2=CC=CC=C2)C=2C3=CC=CC=C3C=3C=CC=CC3C2)C=C1)C1=CC=CC=C1